FC(C(=O)O)(F)F.C1N(CC12CNC2)C=O (2,6-diazaspiro[3.3]Heptan-2-yl)methanone 2,2,2-trifluoroacetate